NC1=CC=CC(=N1)S(=O)(=O)NC(=O)C1(CC1)OC1=C(C=CC(=C1)C)[C@H]1[C@@H](C1)C(F)(F)F |r| racemic-trans-N-((6-aminopyridin-2-yl)sulfonyl)-1-(5-methyl-2-(2-(trifluoromethyl)cyclopropyl)phenoxy)cyclopropane-1-carboxamide